methyl-1,3-dimethylimidazole phosphite salt P(O)(O)O.CC1N(C=CN1C)C